COC1=CC=2N(C=C1C(C)=O)C=CN2 1-(7-methoxyimidazo[1,2-a]pyridin-6-yl)ethanone